1-(6-bromoisochroman-8-yl)but-3-en-1-amine BrC=1C=C2CCOCC2=C(C1)C(CC=C)N